6-amino-2-(4-aminophenyl)-3H-quinazolin-4-one NC=1C=C2C(NC(=NC2=CC1)C1=CC=C(C=C1)N)=O